oxalic acid diisocyanate lithium difluorophosphate P(=O)([O-])(F)F.[Li+].C(C(=O)N=C=O)(=O)N=C=O